ClC=1C(=C(C=CC1F)C(C)(C#N)C1=C(C=NC(=C1F)S(=O)C)C(=O)OCC)F ethyl 4-[1-(3-chloro-2,4-difluorophenyl)-1-cyanoethyl]-5-fluoro-6-(methanesulfinyl)pyridine-3-carboxylate